4-(3,6-difluoro-2-methylphenyl)-1-methyl-5-[4-(3-{[(1r,4r)-4-hydroxycyclohexyl]oxy}prop-1-yn-1-yl)benzoyl]pyrrole-3-carboxamide FC=1C(=C(C(=CC1)F)C=1C(=CN(C1C(C1=CC=C(C=C1)C#CCOC1CCC(CC1)O)=O)C)C(=O)N)C